COC1=CC=C(C=C1)[C@@H]1CN(C[C@H]1C(=O)N1C(OC[C@H]1C1=CC=CC=C1)=O)C(=O)OC(C)(C)C (3R,4S)-tert-Butyl 3-(4-Methoxyphenyl)-4-[(R)-2-oxo-4-phenyloxazolidine-3-carbonyl]pyrrolidine-1-carboxylate